3-(hexyloxy)-4-(1-methyl-1,2,5,6-tetrahydropyridin-3-yl-2,2-d2)-1,2,5-thiadiazole C(CCCCC)OC1=NSN=C1C=1C(N(CCC1)C)([2H])[2H]